(S)-Methyl 1-(4-(3-iodo-1-isopropyl-1H-pyrazol-4-yl)pyrimidin-2-ylamino)propan-2-ylcarbamate IC1=NN(C=C1C1=NC(=NC=C1)NC[C@H](C)NC(OC)=O)C(C)C